N-((5-chloro-6-((2-fluoropyridin-3-yl)methoxy)-1H-indol-2-yl)methyl)-1-methylcyclopropane-1-carboxamide ClC=1C=C2C=C(NC2=CC1OCC=1C(=NC=CC1)F)CNC(=O)C1(CC1)C